CN1CCC(CC1)C1=CC=C(C=C1)C=1C=C2C(N(C=NN2C1)C(C(=O)N)C1=CC=CC=C1)=O 2-(6-(4-(1-Methylpiperidin-4-Yl)Phenyl)-4-Oxopyrrolo[2,1-f][1,2,4]-Triazin-3(4H)-Yl)-2-Phenylacetamide